N-(trimenthyl-silyl)imidazole C1(CC(C(CC1)C(C)C)[Si](N1C=NC=C1)(C1CC(CCC1C(C)C)C)C1CC(CCC1C(C)C)C)C